ClC1=NC=C(C(=C1C)C(=O)NCCC1=C(C=C(C=C1)C)C)OC1=C(C(=CC=C1)C)F 2-chloro-N-[2-(2,4-dimethylphenyl)ethyl]-5-(2-fluoro-3-methylphenoxy)-3-methylpyridine-4-carboxamide